(S)-2-(5-((2,4-dimethoxybenzyl)amino)-7-methoxy-[1,2,4]triazolo[1,5-c]quinazolin-2-yl)-4,4-difluoropyrrolidine-1-carboxylate COC1=C(CNC2=NC=3C(=CC=CC3C=3N2N=C(N3)[C@H]3N(CC(C3)(F)F)C(=O)[O-])OC)C=CC(=C1)OC